CC(C)[C@H](C)CC[C@@H](C)[C@H]1CC[C@H]2[C@@H]3CC=C4C[C@H](CC[C@]4(C)[C@H]3CC[C@]12C)O (24R)-Ergosta-5-en-3beta-ol